2-ethylhexyl-glycerylether C(C)C(COCC(O)CO)CCCC